3-(4-chloro-2-hexyloxybenzyl)-N-(pyridin-3-yl)thiophene-2-carboxamide ClC1=CC(=C(CC2=C(SC=C2)C(=O)NC=2C=NC=CC2)C=C1)OCCCCCC